COC([C@H](C[C@H]1C(NC(C1)(C)C)=O)NC(=O)[C@H]1NCC2(C1)CCCCC2)=O.BrC=2C=CC(=C(C2)C(=O)C2=CC(=C(C=C2)OC)F)Cl (5-bromo-2-chloro-phenyl)-(3-fluoro-4-methoxy-phenyl)methanone (S)-methyl-3-((R)-5,5-dimethyl-2-oxopyrrolidin-3-yl)-2-((S)-2-azaspiro[4.5]decane-3-carboxamido)propanoate